1-[(3R,4R)-4-[tert-butyl(diphenyl)silyl]oxy-3-methyl-tetrahydrofuran-3-yl]piperidin-4-amine [Si](C1=CC=CC=C1)(C1=CC=CC=C1)(C(C)(C)C)O[C@@H]1[C@](COC1)(C)N1CCC(CC1)N